ClC1=C(C=CC(=C1)Cl)C1=CC=C(C=C1)C(C)=O 1-(2',4'-dichlorobiphenyl-4-yl)ethanone